O1CCOCC2=C1C=C(C=C2)CN (3,5-dihydro-2H-1,4-benzodioxepin-8-yl)methanamine